ClC1=C(C(=NC=N1)Cl)O Dichloropyrimidin-5-ol